BrC=1C=C2C(=NC1)C(N(C2)C=2C=CC=C1C(=CNC21)C2=NC(=NC=C2C)NC2=NN(C(=C2)C)C)=O 3-bromo-6-(3-(2-((1,5-dimethyl-1H-pyrazol-3-yl)amino)-5-methylpyrimidin-4-yl)-1H-indol-7-yl)-5,6-dihydro-7H-pyrrolo[3,4-b]pyridin-7-one